methyl 5-(tert-butoxycarbonylamino)-4-methoxy-pyridine-2-carboxylate C(C)(C)(C)OC(=O)NC=1C(=CC(=NC1)C(=O)OC)OC